C1(CC1)N1C(OC2=C1C=C(C(=C2)C2=C(C=CC(=C2)C=2C1=C(N=NC2)N(C=N1)CC)F)OC)=O 3-Cyclopropyl-6-(5-(7-ethyl-7H-imidazo[4,5-c]pyridazin-4-yl)-2-fluorophenyl)-5-methoxybenzo[d]oxazol-2(3H)-one